NC1=CC(=C(C=C1OC)N1CCC2(CC(C2)CC#N)CC1)CC (7-(4-amino-2-ethyl-5-methoxyphenyl)-7-azaspiro[3.5]non-2-yl)acetonitrile